[Si](C)(C)(C(C)(C)C)OC1=CC2=C(CN(C(O2)=O)C2=CC=C(C=C2)OCCOCCN2CCOCC2)C=C1 7-((tert-Butyldimethylsilyl)oxy)-3-(4-(2-(2-morpholinoethoxy)ethoxy)phenyl)-3,4-dihydro-2H-benzo[e][1,3]oxazin-2-one